C(CCC)C1=NC2(C(N1CC1=CC(=C(C=C1)C1=C(C=CC=C1)S(NC1=NOC(=C1Cl)C)(=O)=O)CC(=O)O)=O)CCCC2 2-(4-((2-butyl-4-oxo-1,3-diazaspiro[4.4]non-1-en-3-yl)methyl)-2'-(N-(4-chloro-5-methylisoxazol-3-yl)sulfamoyl)-[1,1'-biphenyl]-2-yl)acetic acid